COC1C(N(CCC1)C1=NC(=NC=C1)N1CCC(CC1)C(=O)O)=O 1-[4-(3-methoxy-2-oxo-1-piperidyl)pyrimidin-2-yl]piperidine-4-carboxylic acid